CS(=O)(=O)C(C)(C)C1=NC(=NC=2N3[C@@H](COC[C@H]3COC12)C)C=1C=C2C=CC=NC2=CC1 (5R,8aS)-1-(1-methanesulfonyl-1-methyl-ethyl)-5-methyl-3-quinolin-6-yl-5,6,8a,9-tetrahydro-8H-7,10-dioxa-2,4,4b-triazaphenanthrene